COC1=CC=C(C=C1)C1=NC=C(C=N1)CN(CC1=NNC=2CCCCC12)C 1-[2-(4-methoxy-phenyl)pyrimidin-5-yl]-N-methyl-N-(4,5,6,7-tetrahydro-1H-indazol-3-ylmethyl)methanamine